5-methyl-4-oxo-7-{3-[(pyridin-4-yl)carbamoyl]azetidin-1-yl}-1-(1,3-thiazol-2-yl)-1,4-dihydro-1,8-naphthyridine-3-carboxylic acid CC1=C2C(C(=CN(C2=NC(=C1)N1CC(C1)C(NC1=CC=NC=C1)=O)C=1SC=CN1)C(=O)O)=O